BrC1=NC=C(C(=C1)OC=1C(=NC(=NC1)NC)N)C(C)C 5-((2-bromo-5-isopropylpyridin-4-yl)oxy)-N2-methylpyrimidine-2,4-diamine